(E)-5-methoxy-2-(5-(prop-1-en-1-yl)benzofuran-2-yl)pyridine COC=1C=CC(=NC1)C=1OC2=C(C1)C=C(C=C2)\C=C\C